(4-amino-1-piperidinyl)-[(2R,6R)-6-methyl-4-[8-(trifluoromethyl)-5-quinolinyl]morpholin-2-yl]methanone NC1CCN(CC1)C(=O)[C@H]1CN(C[C@H](O1)C)C1=C2C=CC=NC2=C(C=C1)C(F)(F)F